N(=NC(C#N)(CC(C)(C)OC)C)C(C#N)(CC(C)(OC)C)C 2,2'-azobis(2,4-dimethyl-4-methoxyvaleronitrile)